11-sulfoundecyl methacrylate potassium salt [K+].C(C(=C)C)(=O)OCCCCCCCCCCCS(=O)(=O)[O-]